4-((2S,3S,4R,5R)-3-(2-(difluoromethoxy)-3,4-difluorophenyl)-4,5-dimethyl-5-(trifluoromethyl)tetrahydrofuran-2-carboxamido)-N-methylpicolinamide FC(OC1=C(C=CC(=C1F)F)[C@H]1[C@H](O[C@]([C@@H]1C)(C(F)(F)F)C)C(=O)NC1=CC(=NC=C1)C(=O)NC)F